C(=O)(O)C1=NC(=CC=C1)C(=O)O 2,6-dicarboxylpyridine